(S)-3-((6'-chloro-3-(2,2-difluoroethoxy)-[2,3'-bipyridin]-4'-yl)amino)butan-1-ol ClC1=CC(=C(C=N1)C1=NC=CC=C1OCC(F)F)N[C@H](CCO)C